C1(CCCCC1)OP(=O)(C)CCC(C#N)N (3-amino-3-cyano-propyl)methylphosphinic acid cyclohexyl ester